3-(6-(4-((5-chloro-4-((1-methyl-2-oxoindolin-5-yl)amino)pyrimidin-2-yl)amino)-3,3-difluoropiperidin-1-yl)-1-methyl-1H-indazol-3-yl)piperidine-2,6-dione ClC=1C(=NC(=NC1)NC1C(CN(CC1)C1=CC=C2C(=NN(C2=C1)C)C1C(NC(CC1)=O)=O)(F)F)NC=1C=C2CC(N(C2=CC1)C)=O